CC(C(=O)N1C([N-]C2=C1C=C(C(=C2)Br)Br)C2=CC=CC=C2)=C N-(2-methyl)acryloyl-2-phenyl-5,6-dibromobenzimidazoleid